CC1=CC=C(C=C1)S(=O)(=O)[O-].[Mg+2].CC1=CC=C(C=C1)S(=O)(=O)[O-].[Ca+2] calcium p-toluenesulfonate magnesium p-toluenesulfonate